CN1CCN(CC1)C(=O)[C@H]1N(CCC1)C1=C2C(=NC=C1)NC=C2C#N 4-[(2S)-2-(4-methylpiperazine-1-carbonyl)pyrrolidin-1-yl]-1H-pyrrolo[2,3-b]pyridine-3-carbonitrile